C(C1=CC=CC=C1)(=O)C1=CC=C(C(=O)NC2=C(C=NC=C2)NC(C2=CC=NC=C2)=O)C=C1 4-N-(4-(4-benzoylbenzamido)pyridin-3-yl)isonicotinamide